C1(CC1)COC1=CC=C(C=N1)C=O 6-(cyclopropylmethoxy)pyridine-3-carbaldehyde